tri-n-propoxymono(ethoxyacetoacetyl)zirconium C(CC)O[Zr](C(CC(=O)COCC)=O)(OCCC)OCCC